3-isocyanatomethyl-3,5,5-trimethyl-cyclohexane N(=C=O)CC1(CCCC(C1)(C)C)C